N-(4-chloro-3-cyano-1H-indol-7-yl)-1-[(1S,2R)-2-hydroxy-1-methylpropyl]pyrazole-4-sulfonamide ClC1=C2C(=CNC2=C(C=C1)NS(=O)(=O)C=1C=NN(C1)[C@H]([C@@H](C)O)C)C#N